CN1C(=NC=C1)N1CCN(CC1)C1=CC=C(C=C1)NC(=O)C=1C(NC=CC1NC1=C(C2=C(OCCN2)N=C1)C)=O N-(4-(4-(1-methyl-1H-imidazol-2-yl)piperazin-1-yl)phenyl)-4-((8-methyl-2,3-dihydro-1H-pyrido[2,3-b][1,4]oxazin-7-yl)amino)-2-oxo-1,2-dihydropyridine-3-carboxamide